N-[5-[4-[[(2R)-1-[(2R)-2-hydroxypropyl]azetidin-2-yl]methoxy]-2-methyl-pyrazol-3-yl]pyrazolo[1,5-a]pyridin-2-yl]cyclopropanecarboxamide O[C@@H](CN1[C@H](CC1)COC1=C(N(N=C1)C)C1=CC=2N(C=C1)N=C(C2)NC(=O)C2CC2)C